OC1=CC=C2CCC(NC2=C1)=O 7-hydroxy-3,4-dihydroquinolone